tert-Butyl-[3-({(1R)-1-[1-benzyl-4-(2,5-difluorophenyl)-1H-imidazol-2-yl]-2,2-dimethylpropyl}amino)-2-({[tert-butyl(dimethyl)silyl]oxy}methyl)propyl]carbamat C(C)(C)(C)OC(NCC(CN[C@H](C(C)(C)C)C=1N(C=C(N1)C1=C(C=CC(=C1)F)F)CC1=CC=CC=C1)CO[Si](C)(C)C(C)(C)C)=O